2-(2-Chlorophenyl)-N-{4-[4-(pyrazin-2-yl)-1H-pyrazol-1-yl]-3-sulfamoylphenyl}acetamide ClC1=C(C=CC=C1)CC(=O)NC1=CC(=C(C=C1)N1N=CC(=C1)C1=NC=CN=C1)S(N)(=O)=O